CC(C#N)(C)C1=CC(=C(C=C1)/C=N/C=1C=C2C(=CN1)N(N=C2)CC(C(F)(F)F)(F)F)[N+](=O)[O-] 2-methyl-2-[3-nitro-4-[(E)-[1-(2,2,3,3,3-pentafluoropropyl)-pyrazolo[3,4-c]pyridin-5-yl]iminomethyl]phenyl]propanenitrile